(2R,3R,4S,5R,6R)-6-((4-(tert-butyl)-1H-1,2,3-triazol-1-yl)methyl)-2-(hydroxymethyl)-5-methoxy-4-(4-(3,4,5-trifluorophenyl)-1H-1,2,3-triazol-1-yl)tetrahydro-2H-pyran-3-ol C(C)(C)(C)C=1N=NN(C1)C[C@@H]1[C@@H]([C@H]([C@H]([C@H](O1)CO)O)N1N=NC(=C1)C1=CC(=C(C(=C1)F)F)F)OC